3-(2-phenylhydrazono)indolin-2-one C1(=CC=CC=C1)NN=C1C(NC2=CC=CC=C12)=O